3-[N-(2,2-dimethoxyethyl)carbamoyl]propenoate COC(CNC(=O)C=CC(=O)[O-])OC